Bis-(diethylaminohydroxybenzoyl)piperazine C(C)N(CC)C=1C(=C(C(=O)N2CCN(CC2)C(C2=C(C(=CC=C2)N(CC)CC)O)=O)C=CC1)O